ClC1=CN=C(S1)C(C)O 1-(5-chlorothiazol-2-yl)ethan-1-ol